C(C)(C)C=1C=C(C=O)C(=CC1C=O)C(C)C 3,6-diisopropyl-terephthalaldehyde